1,1,2,2-Tetrachlorodisilan Cl[SiH]([SiH](Cl)Cl)Cl